CC1(OB(OC1(C)C)C1=CC(=C(C=O)C=C1)C(F)(F)F)C 4-(4,4,5,5-tetramethyl-1,3,2-dioxaborolan-2-yl)(trifluoromethyl)benzaldehyde